Bis(4-tert-butylphenyl)iodonium perfluoro-1-butanesulfonate FC(C(C(C(F)(F)F)(F)F)(F)F)(S(=O)(=O)[O-])F.C(C)(C)(C)C1=CC=C(C=C1)[I+]C1=CC=C(C=C1)C(C)(C)C